S1(CCCC1)=O thiolane oxide